N1(CC1)C=CC(=O)O.N1(CC1)C=CC(=O)O.N1(CC1)C=CC(=O)O.OC(C(CO)CC)O 2-dihydroxymethylbutanol-tris[3-(1-aziridinyl) acrylate]